[Cl-].[Cl-].C[Si](=[Hf+2](C1=C2C(SC1C)=CC(=C2)C)C2=C1C(SC2C)=CC(=C1)C)C Dimethylsilylenebis(2,5-dimethyl-cyclopenta[b]thienyl)hafnium dichloride